[Pd].Cl[C-]1C=CC=C1.[C-]1(C=CC=C1)Cl.[Fe+2] dichloroferrocene palladium